(R)-5-(azetidin-3-yloxy)-2-methyl-N-(1-(naphthalen-1-yl)ethyl)benzamide N1CC(C1)OC=1C=CC(=C(C(=O)N[C@H](C)C2=CC=CC3=CC=CC=C23)C1)C